(R)-3-(4-chlorophenyl)-1-(4-((5R,7R)-7-hydroxy-5-methyl-6,7-dihydro-5H-cyclopenta[d]pyrimidin-4-yl)piperazin-1-yl)-2-(tetrahydro-2H-pyran-4-ylamino)propan-1-one ClC1=CC=C(C=C1)C[C@H](C(=O)N1CCN(CC1)C=1C2=C(N=CN1)[C@@H](C[C@H]2C)O)NC2CCOCC2